tert-butyl (S)-2-(5-(azetidin-1-ylsulfonyl)-2-(3-((tert-butyldimethylsilyl)oxy)pyrrolidin-1-yl)-6-oxo-1,6-dihydropyridin-3-yl)-1H-indole-1-carboxylate N1(CCC1)S(=O)(=O)C1=CC(=C(NC1=O)N1C[C@H](CC1)O[Si](C)(C)C(C)(C)C)C=1N(C2=CC=CC=C2C1)C(=O)OC(C)(C)C